N1CC(C1)C=1C=CN2N=CN=C(C21)NC2=CC(=C(C=C2)OC2=CC1=C(N(C=N1)C)C=C2)C 5-(azetidin-3-yl)-N-(3-methyl-4-((1-methyl-1H-benzo[d]imidazol-5-yl)oxy)-phenyl)-pyrrolo-[2,1-f][1,2,4]triazin-4-amine